C1(CCCC1)C=1C(=CC(=NC1)NC(C1=C(C=CC(=C1)[N+](=O)[O-])I)=O)C(=O)N 5-cyclopentyl-2-(2-iodo-5-nitrobenzamido)pyridine-4-carboxamide